Methyl (Z)-1-(4-amino-2-fluorobut-2-en-1-yl)-4-(3-(ethylsulfonyl)phenyl)-1H-benzo[d][1,2,3]triazol-6-carboxylate Hydrochloride Cl.NC\C=C(\CN1N=NC2=C1C=C(C=C2C2=CC(=CC=C2)S(=O)(=O)CC)C(=O)OC)/F